C1(CC1)C=1N=NN(C1)[C@H](C(=O)N1[C@@H](C[C@H](C1)O)C(=O)NC1C(CC1)C1=C(C=C(C=C1)C)C)C(C)(C)C (2S,4R)-1-[(2S)-2-(4-cyclopropyltriazol-1-yl)-3,3-dimethyl-butanoyl]-N-[2-(2,4-dimethylphenyl)cyclobutyl]-4-hydroxy-pyrrolidine-2-carboxamide